C(C1=CC=CC=C1)N1[C@H](CC(C[C@H]1C=1N=NN(C1)C)C(=O)NC1=C(C=C(C=C1)C)Br)C (2S,6S)-1-benzyl-N-(2-bromo-4-methyl-phenyl)-2-methyl-6-(1-methyltriazol-4-yl)piperidine-4-carboxamide